C(N)(OCCOC=1C=C2C(N(C(C2=CC1)=O)C1C(NC(CC1)=O)=O)=O)=O (2-((2-(2,6-dioxopiperidin-3-yl)-1,3-dioxoisoindolin-5-yl) oxy) ethyl) carbamate